CC1=CC=2C(C3=CC=C(C=C3C(C2C=C1)=O)S(=O)(=O)O)=O 2-methylanthraquinone-6-sulfonic acid